N-(4-aminophenyl)-4-hydroxy-3-methoxybenzamide NC1=CC=C(C=C1)NC(C1=CC(=C(C=C1)O)OC)=O